6-(azetidin-3-ylmethoxy)-2-[[2-[2-oxo-3-(3-oxo-4H-pyrido[3,2-b][1,4]oxazin-6-yl)-1,3-oxazolidin-5-yl]ethylamino]methyl]-2,3-dihydro-1H-indene-4-carbonitrile N1CC(C1)COC=1C=C(C=2CC(CC2C1)CNCCC1CN(C(O1)=O)C=1C=CC=2OCC(NC2N1)=O)C#N